4-amino-7-fluoro-N-[[2-fluoro-4-(trifluoromethyl)phenyl]methyl]-N-[(1R)-1-pyrimidin-2-ylethyl]imidazo[1,5-a]quinoxaline-8-carboxamide NC=1C=2N(C3=CC(=C(C=C3N1)F)C(=O)N([C@H](C)C1=NC=CC=N1)CC1=C(C=C(C=C1)C(F)(F)F)F)C=NC2